FC1=C(C=CC(=C1)F)S(=O)(=O)NC=1C(=NC=C(C1)C1=CC2=C(N=CN=C2N2CCN(CC2)C(\C=C\C(C)=O)=O)S1)OC (E)-2,4-difluoro-N-(2-methoxy-5-(4-(4-(4-oxopent-2-enoyl)piperazin-1-yl)thieno[2,3-d]pyrimidin-6-yl)pyridin-3-yl)benzenesulfonamide